4-(2-oxo-3-(4-(trifluoromethyl)benzyl)tetrahydropyrimidin-1(2H)-yl)benzoic acid O=C1N(CCCN1CC1=CC=C(C=C1)C(F)(F)F)C1=CC=C(C(=O)O)C=C1